NC=1N=NC(=CC1OCCC1=CC=C(C(=O)N2CC(C2)C2CCN(CC2)C(=O)OC(C)(C)C)C=C1)C1=C(C=CC=C1)O tert-butyl 4-[1-[4-(2-[[3-amino-6-(2-hydroxyphenyl)pyridazin-4-yl]oxy]ethyl)benzoyl]azetidin-3-yl]piperidine-1-carboxylate